C(=CC1=CC=CC=C1)CN(CCC[Si](OC)(OC)OC)CCN 3-(N-styrylmethyl-2-aminoethylamino)-propyltrimethoxysilane